C(C)(C)(C)OC(=O)N1C2CO[C@](C1)(C2)CO.FC=2C=C(C=C(C2CN2C(OCC=1C=NC=3C(=CC=CC3C12)OC)=O)F)S(=O)(=O)N 3,5-difluoro-4-((7-methoxy-2-oxo-2H-[1,3]oxazino[5,4-c]quinolin-1(4H)-yl)methyl)benzenesulfonamide t-butyl-(1S)-1-(hydroxymethyl)-2-oxa-5-azabicyclo[2.2.1]heptane-5-carboxylate